FC1=CC(=C(C=C1N1N=CC=C1)O)C1=NC=C(N=C1)N(C1CC(NC(C1)(C)C)(C)C)C 4-fluoro-2-(5-(methyl(2,2,6,6-tetramethylpiperidin-4-yl)amino)pyrazin-2-yl)-5-(1H-pyrazol-1-yl)phenol